C(CCCCCCCCCCCCCCCCC)P1OCC2(CO1)COP(OC2)CCCCCCCCCCCCCCCCCC 3,9-dioctadecan-1-yl-2,4,8,10-tetraoxa-3,9-diphosphaspiro[5.5]undecane